C(C)(C)(C)OC(=O)N(CCC=1NC(=NN1)CCNC1=NC2=C(C3=CN=CC=C13)C=CC(=C2)C(=O)OC)CC2=CC(=C(C=C2)C2=CC=CC=C2)Cl Methyl 5-((2-(5-(2-((tert-butoxycarbonyl)((2-chloro-[1,1'-biphenyl]-4-yl)methyl)amino)ethyl)-4H-1,2,4-triazol-3-yl)ethyl)amino)benzo[c][2,6]naphthyridine-8-carboxylate